C(C1=CC=CC=C1)N(C(OC(C)(C)C)=O)C1=NC(=NN2C1=CC=C2NC2COCC2)N2C(=CC1=C(C=CC=C21)C#N)C tert-butyl benzyl(2-(4-cyano-2-methyl-1H-indol-1-yl)-7-((tetrahydro furan-3-yl)amino)pyrrolo[2,1-f][1,2,4]triazin-4-yl)carbamate